pyridine-2,6-diyl-diethanol N1=C(C=CC=C1CCO)CCO